ClC1=CC=C(C=C1)N1C2=CC=CC=C2N=C2C=C(C(C=C12)=NC1CCN(CC1)C(=O)NCCN1C(=NC=C1[N+](=O)[O-])C)NC1=CC=C(C=C1)Cl 4-((10-(4-Chlorophenyl)-3-((4-chlorophenyl)amino)phenazin-2(10H)-ylidene)amino)-N-(2-(2-methyl-5-nitro-1H-imidazol-1-yl)ethyl)piperidine-1-carboxamide